5-methyl-N-(quinolin-2-yl)-1-(2,2,2-trifluoroethyl)-1H-pyrazole-4-carboxamide CC1=C(C=NN1CC(F)(F)F)C(=O)NC1=NC2=CC=CC=C2C=C1